methyl 2-[4-bromo-5-fluoro-2-(4-butoxy-4,5-dihydroisoxazol-3-yl)phenoxy]acetate BrC1=CC(=C(OCC(=O)OC)C=C1F)C1=NOCC1OCCCC